[F-].[K+].[Gd+3].[F-].[F-].[F-] Gadolinium potassium fluoride